FC(C(=O)O)(F)F.C1(=CC=CC=C1)C=1SC(=CN1)C1=C2C(=NC=C1)NC=C2 4-(2-Phenyl-1,3-thiazol-5-yl)-1H-pyrrolo[2,3-b]pyridine trifluoroacetate Salt